OC(=O)C(F)(F)F.N[C@@H](CS)C(=O)O L-cysteine TFA salt